CC=1C(=C(C=CC1)C(=O)[O-])C dimethylphenyl-format